N1(CCC[C@H]2CCCC[C@H]12)C([C@@H](CNC(OC(C)(C)C)=O)N(CC1=C(C=C(C=C1)OC)OC)C1CC1)=O tert-butyl N-[(2R)-3-[(4aR,8aS)-3,4,4a,5,6,7,8,8a-octahydro-2H-quinolin-1-yl]-2-[cyclopropyl-[(2,4-dimethoxyphenyl)methyl]amino]-3-oxo-propyl]carbamate